N-ethyl-N-sulfopropylamine C(C)N(S(=O)(=O)O)CCC